FC(C(=O)O)(F)F.FC1=C(C=C(C=C1)NC(C=C)=O)NC1=NC(=NC=C1C=1C=NC(=C(C1)F)OC)NC=1C=NN(C1)C N-(4-fluoro-3-((5-(5-fluoro-6-methoxypyridin-3-yl)-2-((1-methyl-1H-pyrazol-4-yl)amino)pyrimidin-4-yl)amino)phenyl)acrylamide trifluoroacetate